C(C)(C)(C)OC(NCC1(CCN(CC1)C1=NC(=C(C(=C1C#N)C1CC1)C#N)SC(C(=O)N)C1=CC=CC=C1)O)=O ((1-(6-((2-amino-2-oxo-1-phenylethyl)thio)-3,5-dicyano-4-cyclopropylpyridin-2-yl)-4-hydroxypiperidin-4-yl)methyl)carbamic acid tert-butyl ester